tert-butyl 3-(5-carbamoyl-7-fluoro-1,2,3,3a,4,8b-hexahydrocyclopenta[b]indol-8-yl)piperidine-1-carboxylate C(N)(=O)C1=CC(=C(C=2C3C(NC12)CCC3)C3CN(CCC3)C(=O)OC(C)(C)C)F